N-(4-(5-methyl-2-(4-morpholinophenylamino)-5H-pyrrolo[3,2-d]pyrimidin-7-yl)phenyl)methanesulfonamide CN1C=C(C=2N=C(N=CC21)NC2=CC=C(C=C2)N2CCOCC2)C2=CC=C(C=C2)NS(=O)(=O)C